NCC=1C=C(OC=2C=CC(=C(C2)C2=NN(C=C2NC(=O)C=2C=NN3C2N=CC=C3)C)OC(F)F)C=CC1 N-[3-[5-[3-(aminomethyl)phenoxy]-2-(difluoromethoxy)phenyl]-1-methyl-pyrazol-4-yl]pyrazolo[1,5-a]pyrimidine-3-carboxamide